NC1=CC(=NC=N1)NC1=CC(=C2N(C1=O)C(NC2=O)(C)C)Cl 6-[(6-aminopyrimidin-4-yl)amino]-8-chloro-3,3-dimethyl-2H-imidazo[1,5-a]pyridine-1,5-dione